C(C)(C)(C)OC(=O)N1CCC(CC1)OCC1=CC(=C(C=C1)Br)F.FC1=C(C=CC(=C1)COC1CCN(CC1)C)CN (2-Fluoro-4-(((1-methylpiperidin-4-yl)oxy)methyl)phenyl)methanamine Tert-butyl-4-((4-bromo-3-fluorobenzyl)oxy)piperidine-1-carboxylate